1-[1-(1-benzyl-pyrazol-3-yl)-1-methyl-ethyl]pyrrolidin-2-one C(C1=CC=CC=C1)N1N=C(C=C1)C(C)(C)N1C(CCC1)=O